C(CCCCCCCC=CCC=CCC=CCC)(=O)N[C@@H](CCC(N)=O)C(=O)O N-(9,12,15-octadecatrienoyl)-glutamine